P(=O)([O-])([O-])[O-].[Al+3] monoaluminum orthophosphate